C1(=CC=CC=C1)NC(=O)NC=1C=C(C(=O)N)C=CC1N1CCC(CC1)C1=CC=CC=C1 3-[[(phenylamino)carbonyl]amino]-4-(4-phenyl-1-piperidinyl)-benzamide